methylene-methacrylic acid C=C=C(C(=O)O)C